1,1'-(decane-1,10-diyl)bis{3-methyl-4-[(E)-4-morpholinostyryl]pyridin-1-ium} di-bromide [Br-].[Br-].C(CCCCCCCCC[N+]1=CC(=C(C=C1)\C=C\C1=CC=C(C=C1)N1CCOCC1)C)[N+]1=CC(=C(C=C1)\C=C\C1=CC=C(C=C1)N1CCOCC1)C